C1(CCCCC1)CCN1C[C@H](CCC1)C=1NC(N(N1)C1=C2C=NNC2=CC=C1)=O (s)-5-(1-(2-cyclohexylethyl)piperidin-3-yl)-2-(1H-indazol-4-yl)-2,4-dihydro-3H-1,2,4-triazol-3-one